3-(6-methoxypyridazin-3-yl)-2,4-dioxo-1,2,3,4-tetrahydrothiophen COC1=CC=C(N=N1)C1C(SCC1=O)=O